ClC1=CC=C(C=C1)CCNC(CC1N(C(CC1)=O)CC1=C(C(=CC=C1)F)F)=O N-[2-(4-chlorophenyl)ethyl]-2-[1-[(2,3-difluorophenyl)methyl]-5-oxopyrrolidin-2-yl]acetamide